2-(dimethylamino)benzaldehyde CN(C1=C(C=O)C=CC=C1)C